N-(2-(1H-imidazol-2-yl)phenyl)-2-(2-chloro-3-methylphenylethyl)aniline N1C(=NC=C1)C1=C(C=CC=C1)NC1=C(C=CC=C1)CCC1=C(C(=CC=C1)C)Cl